ClC=1C=CC(=C(C1)C1=CC(=CN=N1)NC1=CC=NC2=CC(=CC=C12)OCCC1CCN(CC1)C(=O)OC(C)(C)C)F tert-butyl 4-{2-[(4-{[6-(5-chloro-2-fluorophenyl)pyridazin-4-yl]amino}quinolin-7-yl)oxy]ethyl}piperidine-1-carboxylate